O=C1NC(CCC1NC1=CC=C(C=C1)N1CCCCC1)=O 1-(4-((2,6-dioxopiperidin-3-yl)amino)phenyl)piperidin